(1,4-dimethyl-1H-pyrazol-3-yl)(5-methyl-spiro[2.3]hex-5-yl)methylamine CN1N=C(C(=C1)C)NCC1(CC2(CC2)C1)C